4-Amino-7-(tetrahydro-2H-pyran-4-yl)-2,3-dihydrobenzofuran-5-carboxylic acid methyl ester COC(=O)C=1C=C(C2=C(CCO2)C1N)C1CCOCC1